C(C)(C)(C)OC(=O)N[C@H](C(=O)N1CC2(CC2)C[C@H]1C(=O)OCC1=CC=CC=C1)C1(CC1)C benzyl (6S)-5-[(2S)-2-(tert-butoxycarbonylamino)-2-(1-methylcyclopropyl)acetyl]-5-azaspiro[2.4]heptane-6-carboxylate